1,3-dipropylpyrrolidinium triflate [O-]S(=O)(=O)C(F)(F)F.C(CC)[NH+]1CC(CC1)CCC